3-[2-(3-Chlorophenyl)ethynyl]-N-(2-isopropoxy-1,1-dimethyl-ethyl)-6,8-dihydro-5H-[1,2,4]triazolo[4,3-a]pyrazine-7-carboxamide ClC=1C=C(C=CC1)C#CC1=NN=C2N1CCN(C2)C(=O)NC(COC(C)C)(C)C